(S)-2-((4-(6-((7-fluoroquinoxalin-6-yl)methoxy)pyridin-2-yl)piperidin-1-yl)methyl)-1-(oxetan-2-ylmethyl)-1H-benzo[d]imidazole-6-carboxylic acid tert-butyl ester C(C)(C)(C)OC(=O)C=1C=CC2=C(N(C(=N2)CN2CCC(CC2)C2=NC(=CC=C2)OCC=2C=C3N=CC=NC3=CC2F)C[C@H]2OCC2)C1